(8-(5-aminoisoxazol-3-yl)-2-((S)-2,2-dimethylcyclopropane-1-carbonyl)-2,6-diazaspiro[3.4]octan-6-yl)(1-benzyl-1H-pyrazol-4-yl)methanone NC1=CC(=NO1)C1CN(CC12CN(C2)C(=O)[C@@H]2C(C2)(C)C)C(=O)C=2C=NN(C2)CC2=CC=CC=C2